C(C1=CC=CC=C1)OC=1C(=C(C=CC1)CO)C1OCCO1 (3-(benzyloxy)-2-(1,3-dioxolan-2-yl)phenyl)methanol